FC(C(/C=C/[C@H]1[C@@H](C[C@H]2[C@@H]1CCC1=C(O2)C(=C(C=C1)C(=O)O)C)O)O)(CCCC)C (1R,2R,3aS,10aR)-1-[(1E,3ξ,4ξ)-4-fluoro-3-hydroxy-4-methyl-1-octen-1-yl]-2-hydroxy-5-methyl-2,3,3a,9,10,10a-hexahydro-1H-benzo[b]cyclopenta[f]oxepin-6-carboxylic acid